{spiro[3.3]heptan-2-yl}piperidin C1C(CC12CCC2)N2CCCCC2